6-((2,3-dihydrobenzofuran-5-yl)thio)-2-((6-methoxypyridin-3-yl)methyl)phthalazin-1(2H)-one O1CCC2=C1C=CC(=C2)SC=2C=C1C=NN(C(C1=CC2)=O)CC=2C=NC(=CC2)OC